F[B-](F)(F)F.C(C)OC=1C=C(C=C(C1OCC)OCC)[N+]#N 3,4,5-triethoxybenzenediazonium tetrafluoroborate